(2-chloro-4-(trifluoromethyl)phenyl)methanol ClC1=C(C=CC(=C1)C(F)(F)F)CO